N-[[6,7-Dichloro-3-(1H-pyrazol-4-yl)-1H-indol-2-yl]methyl]-3-hydroxy-oxetane-3-carboxamide ClC1=CC=C2C(=C(NC2=C1Cl)CNC(=O)C1(COC1)O)C=1C=NNC1